4-(6-Cyano-3-hydroxy-4-trifluoromethyl-pyridin-2-yl)-4-oxo-butyric acid ethyl ester C(C)OC(CCC(=O)C1=NC(=CC(=C1O)C(F)(F)F)C#N)=O